C(CC=C)SCCC=C di(3-butenyl) sulfide